N[C@@H](CC1=CC(=CC(=C1)F)F)C1=NC2=CC(=CC=C2C(N1C=1C=CC(=C2C(=NN(C12)C)NS(=O)(=O)C)Cl)=O)C1=C(C=CC=C1)F (S)-N-(7-(2-(1-amino-2-(3,5-difluorophenyl)ethyl)-7-(2-fluorophenyl)-4-oxoquinazolin-3(4H)-yl)-4-chloro-1-methyl-1H-indazol-3-yl)methanesulfonamide